C(CCC)OC=1C(NC(NC1)=S)=O 5-n-butoxy-2-thiouracil